ON=C(C1=CC=C(C=C1)[N+](=O)[O-])N N'-hydroxy-4-nitrobenzamidine